(S)-4-(3-methylphenyl)-5,5-dimethyloxazolidinone CC=1C=C(C=CC1)[C@@H]1NC(OC1(C)C)=O